(S)-4-cyclobutyl-6-((5-oxopyrrolidin-2-yl)methoxy)pyrido[3,4-g]isoquinolin-1(2H)-one C1(CCC1)C1=CNC(C2=CC=3C=CN=C(C3C=C21)OC[C@H]2NC(CC2)=O)=O